N-(2-(3-Hydroxy-3-methylazetidin-1-yl)-6-methylpyrimidin-4-yl)-4-((2-hydroxyethyl)sulfonamido)-2-(6-azaspiro[2.5]octan-6-yl)benzamide OC1(CN(C1)C1=NC(=CC(=N1)NC(C1=C(C=C(C=C1)NS(=O)(=O)CCO)N1CCC2(CC2)CC1)=O)C)C